tert-butyl (3-fluoro-2-(hydroxymethyl)pyridin-4-yl)carbamate FC=1C(=NC=CC1NC(OC(C)(C)C)=O)CO